ClC1=NC=C(C(=C1)C1=C(C=NC(=C1)C)C(=O)NC=1SC2=C(N1)CN(C2)C(=O)C=2C(=NN(C2)C)C(F)F)OC 2'-chloro-N-(5-(3-(difluoromethyl)-1-methyl-1H-pyrazole-4-carbonyl)-5,6-dihydro-4H-pyrrolo[3,4-d]thiazol-2-yl)-5'-methoxy-6-methyl-[4,4'-bipyridine]-3-carboxamide